HYDROXYLETHYL OCTYL SULFIDE C(CCCCCCC)SCCO